(E)-1-(2-(4-chlorophenyl)-3-(pyridin-4-yl)-6,7-dihydropyrazolo[1,5-a]pyrazin-5(4H)-yl)-4-morpholinobut-2-en-1-one ClC1=CC=C(C=C1)C1=NN2C(CN(CC2)C(\C=C\CN2CCOCC2)=O)=C1C1=CC=NC=C1